C(C)(C)(C)OC(=O)C1C(NC(CC1=O)C1CC1)C=1N=NN(C1)C 6-cyclopropyl-2-(1-methyltriazol-4-yl)-4-oxo-piperidine-3-carboxylic acid tert-butyl ester